NC(CN1CCN(CC1)C1=CC2=C(CC(O2)(C)C)C=C1NC(=O)C=1N=C(OC1)C1=CC(=NC=C1)N)=O N-(6-(4-(2-amino-2-oxoethyl)piperazin-1-yl)-2,2-dimethyl-2,3-dihydrobenzofuran-5-yl)-2-(2-aminopyridin-4-yl)oxazole-4-carboxylic acid amide